1-methyl-4-(3-{2-[4-(1,3-oxazol-2-yl)benzenesulfonyl]-1H,2H,3H-pyrrolo[3,4-c]pyridine-6-carbonyl}phenoxy)piperidine [2H3]Methyl-methanesulfonate C([2H])([2H])([2H])CS(=O)(=O)O.CN1CCC(CC1)OC1=CC(=CC=C1)C(=O)C1=CC2=C(C=N1)CN(C2)S(=O)(=O)C2=CC=C(C=C2)C=2OC=CN2